[C@H]12CC(C[C@H](CC1)N2)C2=CCOC1=C2N=NC(=C1)C1=C(C=C(C=C1)C=1C=NN(C1)C)O 2-(8-((1R,3s,5S)-8-azabicyclo[3.2.1]octan-3-yl)-6H-pyrano[3,2-c]pyridazin-3-yl)-5-(1-methyl-1H-pyrazol-4-yl)phenol